4-methylbenzene-1,2,4-triamine CC1(CC(=C(C=C1)N)N)N